2-chloro-8-methyl-6-((2-(trifluoromethyl)pyridin-4-yl)carbamoyl)-7,8-dihydro-6H-pyrazolo[1,5-a]pyrrolo[2,3-e]pyrimidine-8-carboxylic acid ethyl ester C(C)OC(=O)C1(CN(C=2C=NC=3N(C21)N=C(C3)Cl)C(NC3=CC(=NC=C3)C(F)(F)F)=O)C